1-(6-pyridazinyl)piperazine N1=NC=CC=C1N1CCNCC1